F\C(\C(=O)OCC)=C(\CC\C=C(\CC\C=C(\CCC=C(C)C)/C)/C)/C ethyl (2E,6E,10E)-2-fluoro-3,7,11,15-tetramethylhexadeca-2,6,10,14-tetraenoate